triphenylmethyl-ammonium tetrakis(pentafluorophenyl)borate FC1=C(C(=C(C(=C1[B-](C1=C(C(=C(C(=C1F)F)F)F)F)(C1=C(C(=C(C(=C1F)F)F)F)F)C1=C(C(=C(C(=C1F)F)F)F)F)F)F)F)F.C1(=CC=CC=C1)C(C1=CC=CC=C1)(C1=CC=CC=C1)[NH3+]